methyl 3-(cyanomethyl)-5,6-dimethoxypyridine-2-carboxylate C(#N)CC=1C(=NC(=C(C1)OC)OC)C(=O)OC